γ-(2-hydroxylethyl)aminopropyltrimethoxysilane OCCNCCC[Si](OC)(OC)OC